C(C)OC1=NC=CC=C1C1=NC(=C(C=C1)C1CCN(CC1)C=1C(=NC(=CC1)C(F)(F)F)C#N)OCCNC 3-(4-{2'-ethoxy-6-[2-(methylamino)ethoxy]-[2,3'-bipyridin]-5-yl}piperidin-1-yl)-6-(trifluoromethyl)pyridine-2-carbonitrile